C(C)(C)(C)C=1C=C(C2=C(C(C(O2)=O)C2=CC=C(C=C2)OCCOC(CCCCCCCCCCCCCCCCCCCCCCCCCCC)=O)C1)C(C)(C)C 5,7-di-tert-butyl-3-[4-(2-octacosanoyloxyethoxy)phenyl]-benzofuran-2-one